CN(C)C1=C(C=CC=C1)OC dimethylaminoanisole